O-(1H-benzotriazol-1-yl)-N,N,N',N'-tetramethyluronium hexafluorophosphate CN(C)C(=[N+](C)C)ON1C2=CC=CC=C2N=N1.F[P-](F)(F)(F)(F)F